CC=1C(=CC(=CC1N=C=O)N=C=O)N=C=O toluene-2,4,6-triyl triisocyanate